3-(4-Cyano-5-{[(4-fluorophenyl)methyl]sulfanyl}-1-(3-methoxy-2,2-dimethylpropanoyl)-1H-pyrazol-3-yl)-N,N,2-trimethylpyrrolidin-1-carboxamid C(#N)C=1C(=NN(C1SCC1=CC=C(C=C1)F)C(C(COC)(C)C)=O)C1C(N(CC1)C(=O)N(C)C)C